3-(4-chlorophenyl)-9-(naphthalen-2-yl)phenanthrene tert-butyl-(1-(cyclopropylmethyl)-6-oxopiperidin-3-yl)carbamate C(C)(C)(C)N(C(O)=O)C1CN(C(CC1)=O)CC1CC1.ClC1=CC=C(C=C1)C=1C=CC=2C=C(C3=CC=CC=C3C2C1)C1=CC2=CC=CC=C2C=C1